CN(C(=O)C1=CC2=C(N=C(N=C2)C)N=C1N1CCCC1)S(=O)(=O)C N,2-dimethyl-N-(methylsulfonyl)-7-(pyrrolidin-1-yl)pyrido[2,3-d]pyrimidine-6-carboxamide